N-(4-Bromo-5-nitrothiazol-2-yl)-5-(butylamino)-[1,1'-biphenyl]-2-carboxamide BrC=1N=C(SC1[N+](=O)[O-])NC(=O)C=1C(=CC(=CC1)NCCCC)C1=CC=CC=C1